BrC1=NN(C2=C1C=NC=C2)[Si](C)(C)(C)CCOC 3-bromo-1-[(2-methoxyethyl)trimethyl-$l^{5}-silyl]pyrazolo[4,3-c]pyridine